S1C(=NC2=C1C=CC=C2)C=2C=C(C=CC2OC(C2=CC=C(C=C2)C#CC2=CC=C(C=C2)OCCCCCCO)=O)OC(C2=CC=C(C=C2)C#CC2=CC=C(C=C2)OCCCCCCO)=O [3-(1,3-benzothiazol-2-yl)-4-[4-[2-[4-(6-hydroxyhexoxy)-phenyl]ethynyl]benzoyl]oxy-phenyl]-4-[2-[4-(6-hydroxy-hexoxy)phenyl]ethynyl]-benzoate